FC(OC1=C(C=C(C=C1)F)CCO)F 2-(2-(difluoromethoxy)-5-fluorophenyl)ethan-1-ol